C(C)(C)(C)OC(=O)NCCCCNC(CN(C(OCC1=CC=CC=C1)=O)C1CCC(CC1)NC1=NC=C(C(=N1)C=1C=NN(C1CC1CC1)C)F)=O benzyl (2-((4-((tert-butoxycarbonyl)amino)butyl)amino)-2-oxoethyl)((1r,4r)-4-((4-(5-(cyclopropylmethyl)-1-methyl-1H-pyrazol-4-yl)-5-fluoropyrimidin-2-yl)amino)cyclohexyl)carbamate